N-(2-(N,N-bis(2,4-dimethoxybenzyl)-sulfamoyl)pyridin-4-yl)-5-cyclopropyl-2-(4,4-difluoropiperidin-1-yl)-6-(trifluoromethyl)-nicotinamide COC1=C(CN(S(=O)(=O)C2=NC=CC(=C2)NC(C2=C(N=C(C(=C2)C2CC2)C(F)(F)F)N2CCC(CC2)(F)F)=O)CC2=C(C=C(C=C2)OC)OC)C=CC(=C1)OC